(R)-2-fluoro-N-(7-methoxy-4-(1-methyl-3-phenyl-1H-pyrazol-4-yl)quinazolin-6-yl)propanamide F[C@@H](C(=O)NC=1C=C2C(=NC=NC2=CC1OC)C=1C(=NN(C1)C)C1=CC=CC=C1)C